C1=CC(=C2C(=C1)ON=N2)[N+](=O)[O-] nitrobenzoxadiazole